N-[1-[5-(3-cyano-6-ethoxy-pyrazolo[1,5-a]pyridin-4-yl)-2-pyridyl]-4-(piperazin-1-ylmethyl)-4-piperidyl]cyclopropanecarboxamide C(#N)C=1C=NN2C1C(=CC(=C2)OCC)C=2C=CC(=NC2)N2CCC(CC2)(CN2CCNCC2)NC(=O)C2CC2